(1r,4r)-4-((2-hydroxyethyl)amino)cyclohexane OCCNC1CCCCC1